diphenyl-Palladium C1(=CC=CC=C1)[Pd]C1=CC=CC=C1